C(=C)C1=CC=C(OC2=CC=C(C=C2)C2(C3=CC=CC=C3C=3C=CC=CC23)C2=CC=C(C=C2)OC2=CC=C(C=C2)C=C)C=C1 9,9-bis[4-(4-ethenylphenoxy)phenyl]fluorene